3-chloro-1,1,2,2,3-pentafluoropropane ClC(C(C(F)F)(F)F)F